7-chloro-1-methyl-3-(2-methyl-5-(5-(3-(trifluoromethyl)phenyl)-1H-imidazol-yl)phenyl)-3,4-dihydropyrimido[4,5-d]pyrimidin-2(1H)-one ClC1=NC=C2C(=N1)N(C(N(C2)C2=C(C=CC(=C2)N2C=NC=C2C2=CC(=CC=C2)C(F)(F)F)C)=O)C